P(O)(N)OC[C@@H]1[C@H]([C@H]([C@@H](O1)N1C=NC=2C(N)=NC=NC12)O)O Adenosine 5'-O-phosphoramidite